4-[5-(2-Cyclopentylthio-3-pyridyl)indolin-1-yl]Butyric acid C1(CCCC1)SC1=NC=CC=C1C=1C=C2CCN(C2=CC1)CCCC(=O)O